Nonan-5-yl 8-((3-aminopropyl)(8-oxo-8-((3-propylhexyl)oxy)octyl)amino)octanoate NCCCN(CCCCCCCC(=O)OC(CCCC)CCCC)CCCCCCCC(OCCC(CCC)CCC)=O